C1(=CC=CC=C1)CCCNC(=O)N1C=NC2=C1C=CC=C2N2CC(C2)C(F)(F)F N-(3-Phenylpropyl)-4-(3-(trifluoromethyl)azetidin-1-yl)-1H-benzo[d]imidazole-1-carboxamide